ClC1=C(C=C(C=C1)N1C(N=C2C(C1=O)=CC=CN2CC=2C=NC(=NC2)Cl)=O)OC 3-(4-chloro-3-methoxyphenyl)-8-((2-chloropyrimidin-5-yl)methyl)pyrido[2,3-d]pyrimidine-2,4(3H,8H)-dione